[6-(trifluoromethyl)-3-pyridyl]Boric acid FC(C1=CC=C(C=N1)OB(O)O)(F)F